CC(=CCCC1CC2=C(C3=CC=C(C=C3C(=C2CC1)OC(C)=O)C)OC(C(=C)C)=O)C 2-(4-methyl-3-pentenyl)-6-methyl-9-methacryloyloxy-10-acetoxy-1,2,3,4-Tetrahydroanthracene